fluoro-1,10-decanediol FC(CCCCCCCCCO)O